NC([C@H](C[C@H]1C(NCC1)=O)NC([C@H](CC(C)C)NC(CC(C(F)(F)F)(C1=CC=CC=C1)O)=O)=O)=O (2S)-N-[(1S)-2-amino-2-oxo-1-[[(3S)-2-oxopyrrolidin-3-yl]methyl]ethyl]-4-methyl-2-[(4,4,4-trifluoro-3-hydroxy-3-phenyl-butanoyl)amino]pentanamide